CC1CC(OCC1)C=C(C)C Tetrahydro-4-methyl-2-(2-methylpropen-1-yl)pyran